C[C@]([C@](CO)(O)CC1=CC=CC=C1)(O)[C@](O)([C@](O)(CO)CC1=CC=CC=C1)C 3,4-dimethyl-dibenzyl-sorbitol